ClCC1=CC(=CC(=C1)CCl)CCl 1,3,5-tri(chloromethyl)benzene